nickel naphthoate C1(=CC=CC2=CC=CC=C12)C(=O)[O-].[Ni+2].C1(=CC=CC2=CC=CC=C12)C(=O)[O-]